(S)-{[dimethyl-4-methylpiperazin-1-yl]carbonyl}-N-(5-fluoro-2-ethoxypyrimidin-4-yl)-6,6-dimethyl-1,4,5,6-tetrahydropyrrolo[3,4-c]pyrazol-3-amine CC1(N(CCN(C1)C)C(=O)N1N=C(C2=C1C(NC2)(C)C)NC2=NC(=NC=C2F)OCC)C